4-(3-(benzyloxy)cyclobutoxy)-2-chloro-6-(1,1-difluoroethyl)pyridine C(C1=CC=CC=C1)OC1CC(C1)OC1=CC(=NC(=C1)C(C)(F)F)Cl